ClC1=NC(=CC=C1C(=O)NS(=O)(=O)C1=CC=C(OCCCCC2CC(N(C2)C(=O)OC(C)(C)C)(C)C)C=C1)N1N=C(C=C1)OCCC1(CC1)C(F)(F)F tert-Butyl 4-[4-[4-[[2-chloro-6-[3-[2-[1-(trifluoromethyl)cyclopropyl] ethoxy]pyrazol-1-yl]pyridine-3-carbonyl] sulfamoyl]phenoxy]butyl]-2,2-dimethyl-pyrrolidine-1-carboxylate